CN(CCCC(=O)OC(C(=O)OCCCCCOC(C(CCCCCCCC)CCCCCC)=O)CC(=O)OCCCCCOC(C(CCCCCCCC)CCCCCC)=O)C Bis(5-((2-hexyldecanoyl)oxy)pentyl) 2-((4-(dimethylamino)butanoyl)oxy)succinate